5-(8-((2,2,5,7,8-pentamethylchroman-6-yl)sulfonyl)-5,6,7,8-tetrahydro-1,8-naphthyridin-2-yl)pentanamide CC1(OC2=C(C(=C(C(=C2CC1)C)S(=O)(=O)N1CCCC=2C=CC(=NC12)CCCCC(=O)N)C)C)C